(S)-2-(2-methyl-5-(2-(((R)-phenyl((R)-1,2,3,4-tetrahydropyrido[2,3-b]pyrazin-3-yl)methyl)amino)ethyl)phenyl)propanoic acid CC1=C(C=C(C=C1)CCN[C@@H]([C@H]1CNC2=C(N1)N=CC=C2)C2=CC=CC=C2)[C@@H](C(=O)O)C